2-(2-Furanyl)-7-[2-[4-[4-(2-methoxyethoxy)phenyl]-1-piperazinyl]ethyl]7H-pyrazolo[4,3-e][1,2,4]triazolo[1,5-c]pyrimidine-5-amine O1C(=CC=C1)C1=NN2C(=NC3=C(C2=N1)C=NN3CCN3CCN(CC3)C3=CC=C(C=C3)OCCOC)N